3-cyano-4-hydroxy-8-methyl-1,5-naphthyridine sodium salt [Na].C(#N)C=1C=NC2=C(C=CN=C2C1O)C